N-[1-oxo-4-(1-phenylcyclopropyl)phthalazin-2(1H)-yl]acetamide O=C1N(N=C(C2=CC=CC=C12)C1(CC1)C1=CC=CC=C1)NC(C)=O